3-(5-Methyl-4-((3-(2-oxopropyl)-1,2,4-thiadiazol-5-yl) carbamoyl)furan-2-yl)phenyl acetate C(C)(=O)OC1=CC(=CC=C1)C=1OC(=C(C1)C(NC1=NC(=NS1)CC(C)=O)=O)C